C(C1=CC=CC=C1)N1C(C2=C(C=3C=CC=NC13)CCN(C2)CC2=C(C=CC=C2)Br)=O 6-benzyl-3-(2-bromobenzyl)-2,3,4,6-tetrahydropyrido[3,4-c][1,8]naphthyridin-5(1H)-one